methyl-4-chloro-1-indenone CC=1C(C2=CC=CC(=C2C1)Cl)=O